methyl-n-propyl-methanol CC(O)CCC